C(C)OC(=O)C1=C([C@@H]([C@@H]([C@H](C1)N(CC1=CC=C(C=C1)OC)CC1=CC=C(C=C1)OC)C(C)=O)OC(CC)CC)NC(C)(C)C (3R,4R,5S)-4-acetyl-(1,1-dimethylethyl)amino-5-bis(4-methoxybenzyl)amino-3-(1-ethylpropoxy)-1-cyclohexene-1-carboxylic acid ethyl ester